[2-(4-piperidinylmethoxy)ethyl]Carbamic acid tert-butyl ester C(C)(C)(C)OC(NCCOCC1CCNCC1)=O